kalium iron [Fe].[K]